C(N)(=O)C1=CC(=NC2=C1N=CN=C2N[C@@H]2CN(CCC2)C(=O)OC(C)(C)C)C2=CC=C(C=C2)CN2CC(C2)(C)F tert-butyl (3S)-3-[(8-carbamoyl-6-[4-[(3-fluoro-3-methylazetidin-1-yl)methyl]phenyl]pyrido[3,2-d]pyrimidin-4-yl)amino]piperidine-1-carboxylate